BrC1=C2C=NNC2=C(C=C1F)C(=O)N1[C@H](CN(CC1)C(=O)[O-])CO (R)-4-(4-bromo-5-fluoro-1H-indazole-7-carbonyl)-3-(hydroxymethyl)piperazine-1-carboxylate